N-(4-fluorophenyl)-3-[4-[3-(2-hydroxyethyl)-5-(trifluoromethyl)-2-pyridyl]phenyl]oxetane-3-carboxamide FC1=CC=C(C=C1)NC(=O)C1(COC1)C1=CC=C(C=C1)C1=NC=C(C=C1CCO)C(F)(F)F